S(C1=C(C=CC(=C1)C(CC(C)(C)C)(C)C)O)C1=C(C=CC(=C1)C(CC(C)(C)C)(C)C)O 2,2'-thiobis[4-(1,1,3,3-tetra-methylbutyl)phenol]